6-(2,4-dimethylphenyl)-2-(6-methylpyridin-2-yl)-5,6,7,8-tetrahydrophthalazin-1(2H)-one CC1=C(C=CC(=C1)C)C1CC=2C=NN(C(C2CC1)=O)C1=NC(=CC=C1)C